N=1C=NN2C1C=CC(=C2)C=2C=CN1N=C(N=C(C12)OC)N[C@H]1C(CN(CC1)CC)(F)F (R)-5-([1,2,4]triazolo[1,5-a]pyridin-6-yl)-N-(1-ethyl-3,3-difluoropiperidin-4-yl)-4-methoxypyrrolo[2,1-f][1,2,4]triazin-2-amine